3,3,3-trifluoropropan-1-ol FC(CCO)(F)F